FC(OC1=CC=C(C=C1)C1=CC=C2C(CCOC2=C1)NC(O[C@@H]1CN2CCC1CC2)=O)(F)F (S)-quinuclidin-3-yl (7-(4-(trifluoromethoxy)phenyl)chroman-4-yl)carbamate